(3R)-1-((1R,4R)-4-((4-(2,6-Dioxopiperidin-3-Yl)Pyridin-2-Yl)Amino)Cyclohexane-1-Carbonyl)Pyrrolidine-3-Carboxylic Acid O=C1NC(CCC1C1=CC(=NC=C1)NC1CCC(CC1)C(=O)N1C[C@@H](CC1)C(=O)O)=O